C[Si](CCOCN1C(=NC=C1)CO)(C)C 1-((2-(trimethylsilyl)ethoxy)methyl-1H-imidazol-2-yl)methanol